5-(3-hydroxypropyl)furan-2-carboxylic acid methyl ester COC(=O)C=1OC(=CC1)CCCO